C(C1=CC=CC=C1)OC1=C(C=C2C(N(C(N(C2=C1)C)=O)C)=O)C=1N=NC(=CC1)N(C1CC(NC(C1)(C)C)(C)C)C 7-(benzyloxy)-1,3-dimethyl-6-(6-(methyl(2,2,6,6-tetramethylpiperidin-4-yl)amino)pyridazin-3-yl)quinazoline-2,4(1H,3H)-dione